NC1=NC=NN2C1=C(C=C2C2CCN(CC2)C(C(C)(C)O)=O)C2=CC=C(C=C2)N 1-(4-(4-amino-5-(4-aminophenyl)pyrrolo[2,1-f][1,2,4]triazin-7-yl)piperidin-1-yl)-2-hydroxy-2-methylpropane-1-one